C(C)(C)(C)OC(C[C@@H](C(=O)O)NC(=O)OC(C)(C)C)=O (S)-4-(tert-butoxy)-2-((tert-butoxycarbonyl)amino)-4-oxo-butyric acid